(2R,3S,5R)-5-(6-Amino-2-fluoro-9H-purin-9-yl)-2-ethynyl-2-((((S)-(((S)-1-isopropoxy-1-oxo-3-phenylpropan-2-yl)amino)(phenoxy)phosphoryl)oxy) methyl)tetrahydrofuran-3-yl decanoate C(CCCCCCCCC)(=O)O[C@@H]1[C@](O[C@H](C1)N1C2=NC(=NC(=C2N=C1)N)F)(CO[P@](=O)(OC1=CC=CC=C1)N[C@H](C(=O)OC(C)C)CC1=CC=CC=C1)C#C